aminovanadium oxide [O-2].N[V+4].[O-2]